FC(C=1C=CC(=NC1)O[C@@H]1CN(CC1)C1=C(C=C(C=C1)C1=CC=CC=C1)CCO)(F)F (S)-2-(4-(3-(5-(trifluoromethyl)pyridin-2-yloxy)pyrrolidin-1-yl)biphenyl-3-yl)ethanol